(2S,4R)-N-(3-Methyloxetan-3-yl)-2-phenylpiperidin-4-amine 2,2,2-trifluoroacetate FC(C(=O)O)(F)F.CC1(COC1)N[C@H]1C[C@H](NCC1)C1=CC=CC=C1